4-(5-aminocyclohex-1-en-1-yl)-3-chloro-5,6-difluoro-2-methyl-1H-indole-7-carboxamide hydrochloride Cl.NC1CCC=C(C1)C1=C2C(=C(NC2=C(C(=C1F)F)C(=O)N)C)Cl